{4-[2-amino-5-(3,4-dimethoxyphenyl)pyridin-3-yl]phenyl}-5-methyl-4'-oxo-1'-(tetrahydro-2H-pyran-4-ylmethyl)-1',4'-dihydro-2,3'-bipyridine-5'-carboxamide NC1=NC=C(C=C1C1=CC=C(C=C1)C=1C(=NC=C(C1)C)C1=CN(C=C(C1=O)C(=O)N)CC1CCOCC1)C1=CC(=C(C=C1)OC)OC